F[C@H]1C[C@@H](N(C1)C=1C=CC=2N(N1)C(=CN2)C(=O)NCC2=CC(=C(C=C2)F)O)C2=C(C=CC(=C2)F)SC 6-[(2R,4S)-4-fluoro-2-[5-fluoro-2-(methylsulfanyl)phenyl]pyrrolidin-1-yl]-N-[(4-fluoro-3-hydroxyphenyl)methyl]imidazo[1,2-b]pyridazine-3-carboxamide